4-(Aminomethyl)-2-(3-chlorophenyl)-5-ethoxycarbonyl-pyrazole-3-carboxylic acid hydrochloride Cl.NCC1=C(N(N=C1C(=O)OCC)C1=CC(=CC=C1)Cl)C(=O)O